Cl.C1(=CC=CC=C1)N1N=CC(=C1)C1=CC=C(N1)C(=O)N([C@H]1CNCC1)CCC (R)-5-(1-phenyl-1H-pyrazol-4-yl)-N-propyl-N-(pyrrolidin-3-yl)-1H-pyrrole-2-carboxamide hydrochloride